C1=NN=C2N1C1=C(OC2)C=CC(=C1)N 4H-benzo[b][1,2,4]triazolo[4,3-d][1,4]oxazin-8-amine